CC1(SC2=C(N1)C=CC(=C2)N)N 2-methylbenzo[d]thiazol-2,6-diamine